BrCCCCCCC(=O)OC(C)C 2-((7-bromoheptanoyl)oxy)propane